CC1=C2C=C(N(C2=CC=C1CN1CCC2(CN(C2)C2=NC=NC3=CC=C(C=C23)CC(F)(F)F)CC1)CC(C)N1CCN(CC1)S(=O)(=S)C)C#N 4-methyl-1-(2-(4-(methylsulfonothioyl)piperazin-1-yl)propyl)-5-((2-(6-(2,2,2-trifluoroethyl)quinazolin-4-yl)-2,7-diazaspiro[3.5]nonan-7-yl)methyl)-1H-indole-2-carbonitrile